FC1=C(C(=CC(=C1)CC1CN(CC1)C)O)N1CC(NS1(=O)=O)=O 5-(2-fluoro-6-hydroxy-4-((1-methylpyrrolidin-3-yl)methyl)phenyl)-1,2,5-thiadiazolidin-3-one 1,1-dioxide